CC1=CC(=CC(=N1)C1CN(C1)C(=O)OCCCC)OS(=O)(=O)C(F)(F)F butyl 3-(6-methyl-4-(((trifluoromethyl)sulfonyl)oxy)pyridin-2-yl)azetidine-1-carboxylate